CCCCCCCCCCCCCCCCCCOC(=O)C(C)S stearyl mercaptopropionate